(S)-(7-(2-((2-hydroxy-2-methylpropyl)amino)-2-oxoethoxy)-5-methyl-4-oxo-2,3,4,5-tetrahydrobenzo[b][1,4]oxazepin-3-yl)carbamic acid tert-butyl ester C(C)(C)(C)OC(N[C@@H]1C(N(C2=C(OC1)C=CC(=C2)OCC(=O)NCC(C)(C)O)C)=O)=O